(vinyl)pyridine C(=C)C1=NC=CC=C1